8-(4-chloro-2-fluorophenyl)-2-(difluoromethyl)-3-methyl-6-[(2S,4R)-2-(1-methylpyrazol-4-yl)oxan-4-yl]pyrido[3,4-d]pyrimidin-4-one ClC1=CC(=C(C=C1)C1=NC(=CC2=C1N=C(N(C2=O)C)C(F)F)[C@H]2C[C@H](OCC2)C=2C=NN(C2)C)F